1-(benzo[d]thiazol-5-yl)ethan-1-ol S1C=NC2=C1C=CC(=C2)C(C)O